C1(CC1)C1=CN(C=2N=C(N=C(C21)N[C@H]2CNCCC2)NC=2C=NN(C2)C2CCOCC2)CO (R)-(5-cyclopropyl-4-(piperidin-3-ylamino)-2-((1-(tetrahydro-2H-pyran-4-yl)-1H-pyrazol-4-yl)amino)-7H-pyrrolo[2,3-d]pyrimidin-7-yl)methanol